Tert-butyl (2S,5S)-2-((6-bromopyridin-2-yl) carbamoyl)-5-methylpyrrolidine-1-carboxylate BrC1=CC=CC(=N1)NC(=O)[C@H]1N([C@H](CC1)C)C(=O)OC(C)(C)C